CCC(CCCCCC)OC(=O)CCCN(CCCCCCN)CCCC(=O)OC(CC)CCCCCC N1,N1-Di(((nonan-3-yl)oxycarbonyl)propyl)hexane-1,6-diamine